2-(3'',5',5''-tri-tert-butyl-1,1':3',1''-terphenyl-4-yl)-4,6-diphenyl-1,3,5-triazine C(C)(C)(C)C=1C=C(C=C(C1)C(C)(C)C)C=1C=C(C=C(C1)C(C)(C)C)C1=CC=C(C=C1)C1=NC(=NC(=N1)C1=CC=CC=C1)C1=CC=CC=C1